C(=O)(O)C1=CC=C(C=C1)CCN(CCC1=C(C=CC=C1)OCC1=C(C=C(C=C1)C1=CC=C(C=C1)C(F)(F)F)Cl)C=1C(=NC=2CCCCC2C1)C(=O)O (5S)-{[2-(4-carboxyphenyl)ethyl][2-(2-{[3-chloro-4'-(trifluoromethyl)biphenyl-4-yl]methoxy}phenyl)-ethyl]amino}-5,6,7,8-tetrahydro-quinoline-2-carboxylic acid